C(C)(C)C1=C(C=C(C=C1)C)N1/C(/SC=C1)=N/C(OCC(C1=CC=C(C=C1)C1=NN(C=N1)C1=CC=C(C=C1)OC(F)(F)F)F)=O 2-Fluoro-2-(4-(1-(4-(trifluoromethoxy)phenyl)-1H-1,2,4-triazol-3-yl)phenyl)ethyl (Z)-(3-(2-isopropyl-5-methylphenyl)thiazol-2(3H)-ylidene)carbamate